C(CC=C)(=O)[O-] But-3-enoat